4-Nitrophenyl N-[1-(methoxymethyl)cyclopropyl]sulfamate COCC1(CC1)NS(OC1=CC=C(C=C1)[N+](=O)[O-])(=O)=O